1-tert-Butyl 2-methyl 5,6-dihydropyridine-1,2(4H)-dicarboxylate N1(C(=CCCC1)C(=O)OC)C(=O)OC(C)(C)C